FC1=CC(=C(C=C1)N1C=C(C=2C1=CN=CC2)C2CCN(CC2)CC[C@@H]2CC[C@H](CC2)NC(OC(C)(C)C)=O)C(N(C)C(C)C)=O tert-butyl (trans-4-(2-(4-(1-(4-fluoro-2-(isopropyl(methyl)carbamoyl)phenyl)-1H-pyrrolo[2,3-c]pyridin-3-yl)piperidin-1-yl)ethyl)cyclohexyl)carbamate